lithium Water O.[Li]